C1(CCCC1)N1C(=CC2=C1N=C(N=C2)NC2=CC=C(C=C2)O)C(=O)N(C)C 7-cyclopentyl-2-(4-hydroxyanilino)-N,N-dimethylpyrrolo[2,3-d]-pyrimidine-6-carboxamide